CN1C(=C(C2=C(C1=O)C=CO2)C(=O)NOCCO)NC3=C(C=C(C=C3)I)Cl 6-(2-chloro-4-iodophenylamino)-N-(2-hydroxyethoxy)-5-methyl-4-oxo-4,5-dihydrofuro[3,2-c]pyridine-7-carboxamide